C(C)OC(C=NNC1=C(C=C(C=C1)Cl)Cl)=O Ethyl-2-(2-(2,4-dichlorophenyl)hydrazono)acetat